tin (II) n-octanoate C(CCCCCCC)(=O)[O-].[Sn+2].C(CCCCCCC)(=O)[O-]